5-((4-((1-hydroxybut-2-yl)amino)-5-methylpyrimidin-2-yl)amino)benzo[c][1,2]oxaborol-1(3H)-ol OCC(CC)NC1=NC(=NC=C1C)NC1=CC2=C(B(OC2)O)C=C1